The molecule is the beta-anomer of L-fucose 1-phosphate. It derives from a beta-L-fucose. It is a conjugate acid of a beta-L-fucose 1-phosphate(2-). C[C@H]1[C@H]([C@H]([C@@H]([C@H](O1)OP(=O)(O)O)O)O)O